C(C)(=O)N1CCC(CC1)(O)C=1CN(C2=C(C(=NC(=C2C1)Cl)C)OCC1=CC=CC=C1)C 3-(1-acetyl-4-hydroxypiperidin-4-yl)-8-(benzyloxy)-5-chloro-1,7-dimethyl-1,6-naphthyridin